CC1(COC2=CC=CC=C2C1NC(=O)[C@H]1[C@@H](C1)C(N1C(N[C@@](CC1=O)(C)CC)=[NH2+])C=1C=NC=C(C1)F)C [(4S)-1-[[(1R,2R)-2-[(3,3-dimethylchroman-4-yl)carbamoyl]cyclopropyl]-(5-fluoro-3-pyridyl)methyl]-4-ethyl-4-methyl-6-oxo-hexahydropyrimidin-2-ylidene]ammonium